C(CCCCCCC)OC=1C=C(CN2C(C3=CC=CC=C3C2=O)=O)C=C(C1)OCCCCCCCC 2-(3,5-Bis(octyloxy)benzyl)isoindoline-1,3-dione